[Si](C)(C)(C(C)(C)C)OCCCOC1=CC=C(N=N1)NC=1N=CC2=C(N1)N(C(C(=C2)C2=C(C=CC=C2Cl)Cl)=O)C 2-((6-(3-((tert-butyldimethylsilyl)oxy)propoxy)pyridazin-3-yl)amino)-6-(2,6-dichlorophenyl)-8-methylpyrido[2,3-d]pyrimidin-7(8H)-one